(R)-5-{4-[4-(4,6-dimethyl-1H-indazol-3-yl)piperidine-1-carbonyl]phenyl}-5-isopropylimidazolidine-2,4-dione CC1=C2C(=NNC2=CC(=C1)C)C1CCN(CC1)C(=O)C1=CC=C(C=C1)[C@@]1(C(NC(N1)=O)=O)C(C)C